1,3-dimethyleneurea C=NC(=O)N=C